CN1N=C2CC[C@H](CC2=C1C(=O)N[C@H]1COC2=C(N(C1=O)C)C=CC=C2)C(F)(F)F (5R)-2-methyl-N-[(3S)-5-methyl-4-oxo-2,3-dihydro-1,5-benzoxazepine-3-yl]-5-(trifluoromethyl)-4,5,6,7-tetrahydroindazole-3-carboxamide